O=C1NC(CCC1N1C(C2=CC=CC(=C2C1)C#CCCCCN1CCN(CC1)C1=CC=C(C(=O)N2CCC(CC2)C/C=C/CNC(\C=C\C=2C=NC=CC2)=O)C=C1)=O)=O (E)-N-((E)-4-(1-(4-(4-(6-(2-(2,6-dioxopiperidin-3-yl)-1-oxoisoindolin-4-yl)hex-5-yn-1-yl)piperazin-1-yl)benzoyl)piperidin-4-yl)but-2-en-1-yl)-3-(pyridin-3-yl)acrylamide